FC1=CC(=C(OC2=NC=C(C=C2C(=O)NC2=CC(=NC=C2)C)C(F)(F)F)C=C1)OC 2-(4-fluoro-2-methoxy-phenoxy)-N-(2-methyl-4-pyridyl)-5-(trifluoromethyl)pyridine-3-carboxamide